4-(4-(7-(cyclopentylamino)-5-((2-methoxyethoxy)methyl)-1H-indol-2-yl)phenyl)-2-methylbutan-3-yn-2-ol C1(CCCC1)NC=1C=C(C=C2C=C(NC12)C1=CC=C(C=C1)C#CC(C)(O)C)COCCOC